tert-butyl-(3S)-4-[5-iodo-7-(4-methylbenzenesulfonyl)-7H-pyrrolo[2,3-d]pyrimidin-4-yl]-3-methylpiperazine-1-carboxylate C(C)(C)(C)OC(=O)N1C[C@@H](N(CC1)C=1C2=C(N=CN1)N(C=C2I)S(=O)(=O)C2=CC=C(C=C2)C)C